BrC1=CC=C(O1)C1OCCO1 2-(5-bromo-2-furyl)-1,3-dioxolane